ClC1=NC(=CC(=N1)C=1C=CC(=NC1)OCC(=O)N1CCN(CC1)C(=O)OC(C)(C)C)C(F)(F)F tert-butyl 4-(2-((5-(2-chloro-6-(trifluoromethyl)pyrimidin-4-yl)pyridin-2-yl)oxy)acetyl)piperazin-1-carboxylate